4-amino-5-hydroxy-2,7-naphthalenedisulfonate hydrate O.NC1=CC(=CC2=CC(=CC(=C12)O)S(=O)(=O)O)S(=O)(=O)O